2-Chloro-6-(5,6-difluoro-1H-indazol-3-yl)pyridin-3-amine ClC1=NC(=CC=C1N)C1=NNC2=CC(=C(C=C12)F)F